C(C)OC(C(C)C1=CC(=C(C(=C1)C(C)(C)C)O)N1N=C2C(=N1)C=CC=C2)=O 3-(2H-benzotriazol-2-yl)-5-tert-butyl-4-hydroxy-phenylpropionic acid ethyl ester